[3,5-Difluoro-4-(tetrahydropyran-4-yl)phenyl]ammonium trifluoroacetate FC(C(=O)[O-])(F)F.FC=1C=C(C=C(C1C1CCOCC1)F)[NH3+]